3-(N-(1-hydroxypropan-2-yl)sulfamoyl)-4-methyl-N,N-dipropylbenzamide OCC(C)NS(=O)(=O)C=1C=C(C(=O)N(CCC)CCC)C=CC1C